NC=1C(=NNC1)C1=CC2=C(C=N1)C(=NN2CC(F)(F)F)N2CC(C2)(O)C(F)(F)F 1-(6-(4-amino-1H-pyrazol-3-yl)-1-(2,2,2-trifluoroethyl)-1H-pyrazolo[4,3-c]pyridin-3-yl)-3-(trifluoromethyl)azetidin-3-ol